2-(tellurophen-2-yl)propanoic acid [Te]1C(=CC=C1)C(C(=O)O)C